(R)-2-(1-methyl-1H-pyrazol-4-yl)-N-(2-methyl-5-(2-(pyrrolidin-3-yl)acetamido)pyridin-3-yl)pyrazolo[5,1-b]thiazole-7-carboxamide CN1N=CC(=C1)C1=CN2C(S1)=C(C=N2)C(=O)NC=2C(=NC=C(C2)NC(C[C@@H]2CNCC2)=O)C